2-(((1r,4r)-4-((benzhydryl(methyl)carbamoyloxy)methyl)cyclohexyl)methoxy)acetic acid C(C1=CC=CC=C1)(C1=CC=CC=C1)N(C(=O)OCC1CCC(CC1)COCC(=O)O)C